bromine 1,2-dichloroethane ClCCCl.[Br]